(R)-N-(5-(5-(methoxymethyl)-1,2,4-oxadiazol-3-yl)-2,3-dihydro-1H-inden-1-yl)-1,5-dimethyl-1H-pyrazole-4-carboxamide COCC1=NC(=NO1)C=1C=C2CC[C@H](C2=CC1)NC(=O)C=1C=NN(C1C)C